C(CC)(=O)O.CN(C(=N)N(C)C)C 1,1,3,3-tetramethylguanidine propionate